8-(1-(2-hydroxy-2-methylpropyl)-1H-pyrazol-4-yl)-1-(4-methoxybenzyl)-4-(5-methyloxazol-2-yl)-1,3-dihydro-2H-benzo[b]azepin-2-one OC(CN1N=CC(=C1)C=1C=CC2=C(N(C(CC(=C2)C=2OC(=CN2)C)=O)CC2=CC=C(C=C2)OC)C1)(C)C